COC(C1=CC=C(C=C1)CN1C2=NC(=NC(=C2N=C1)N(CC)CC)Cl)=O (s)-4-[2-chloro-6-(diethylamino)-9H-purinyl]methyl-benzoic acid methyl ester